2,2-dihydroxyazobenzene OC1(C(C=CC=C1)N=NC1=CC=CC=C1)O